3-{[2-(3-methoxyphenyl)-10-methyl-[1,2,4]triazolo[1,5-c]quinazolin-5-yl]amino}pyrrolidin-2-one COC=1C=C(C=CC1)C1=NN2C(=NC=3C=CC=C(C3C2=N1)C)NC1C(NCC1)=O